C1(=CC=CC=C1)PC1=CC=CC=C1 diphenyl-Phosphine